((2-(((S)-1-((S)-2-(2-azaspiro[4.4]nonane-2-carbonyl)pyrrolidin-1-yl)-3,3-dimethyl-1-oxobutan-2-yl)carbamoyl)benzo[b]thiophen-5-yl)difluoromethyl)phosphonic acid C1N(CCC12CCCC2)C(=O)[C@H]2N(CCC2)C([C@H](C(C)(C)C)NC(=O)C2=CC1=C(S2)C=CC(=C1)C(F)(F)P(O)(O)=O)=O